1-(2-fluoropyridin-3-yl)-N-[(1R)-1-(5-{2-[(methylamino)methyl]phenyl}thiophen-2-yl)ethyl]-6-oxo-1,6-dihydropyridazine-3-carboxamide FC1=NC=CC=C1N1N=C(C=CC1=O)C(=O)N[C@H](C)C=1SC(=CC1)C1=C(C=CC=C1)CNC